2-[2-amino-3-(4-bromobenzoyl)phenyl]acetic acid NC1=C(C=CC=C1C(C1=CC=C(C=C1)Br)=O)CC(=O)O